4-bromo-5-fluoro-2-hydrazinobenzoic acid HCl salt Cl.BrC1=CC(=C(C(=O)O)C=C1F)NN